tert-butyl N-(7-{[N-(3-acetyl-1-methyl-1H-pyrazol-4-yl)acetamido]methyl}quinolin-2-yl)carbamate C(C)(=O)C1=NN(C=C1N(C(C)=O)CC1=CC=C2C=CC(=NC2=C1)NC(OC(C)(C)C)=O)C